4-((4-((tert-butoxycarbonyl)amino)-4-methylcyclohexyl)amino)-2-chloropyrimidine-5-carboxylic acid C(C)(C)(C)OC(=O)NC1(CCC(CC1)NC1=NC(=NC=C1C(=O)O)Cl)C